CN(CCN(C)C)C tetramethylethylene-diamine